ClC1=C(C(=CC=C1Cl)OCOC)[C@@H]1N(C[C@H](C1)CNC(CO)=O)C(=O)OC(C)(C)C tert-butyl (2R,4R)-2-[2,3-dichloro-6-(methoxymethoxy)phenyl]-4-[(2-hydroxyacetamido)methyl]pyrrolidine-1-carboxylate